phenyleneketone C=12C(=CC=CC1)C2=O